CC=1N=C(C2=C(N1)OC=C2C(=O)NCC2=NC(=NC=C2)C)NC2(CC2)C methyl-4-[(1-methylcyclopropyl)amino]-N-[(2-methylpyrimidin-4-yl)methyl]furo[2,3-d]pyrimidine-5-carboxamide